N1C=CC=2C1=CN=CC2C2=CC=1N(C=C2)C=CN1 7-(1H-Pyrrolo[2,3-c]pyridin-4-yl)imidazo[1,2-a]pyridine